C1=C(C=CC=2CCCCC12)C1=NC(=NO1)[C@@H]1CC12CCN(CC2)S(=O)(=O)N (1R)-1-[5-(5,6,7,8-tetrahydronaphthalen-2-yl)-1,2,4-oxadiazol-3-yl]-6-azaspiro[2.5]octane-6-sulfonamide